3-chloro-N,1-dimethyl-N-(2-methyl-1-phenylpropan-2-yl)-1H-pyrrolo[2,3-b]pyridine-5-carboxamide ClC1=CN(C2=NC=C(C=C21)C(=O)N(C(CC2=CC=CC=C2)(C)C)C)C